CN1N=CC(=C1)N(S(=O)(=O)NC([O-])=O)C[C@H]1OCCC1 N-[(1-methylpyrazol-4-yl)-[[(2S)-tetrahydrofuran-2-yl]methyl] sulfamoyl]carbamate